COC(=O)[C@H]1N([C@@H]([C@@H](C1)O[Si](C)(C)C(C)(C)C)CC=C)C([C@H](CC=C)NC(=O)OC(C)(C)C)=O (2S,4r,5r)-5-allyl-1-((S)-2-((tert-butoxycarbonyl)amino)pent-4-enoyl)-4-((tert-butyldimethylsilyl)oxy)pyrrolidine-2-carboxylic acid methyl ester